N-(3-propoxy)phenyl-N'-(3-(1,2,3,4,5,8-hexahydroindolizin-7-yl)-1H-indol-5-yl)thiourea CCCON(C(=S)NC=1C=C2C(=CNC2=CC1)C1=CCN2CCCC2C1)C1=CC=CC=C1